ClCC=1C=CC(=C(CC=2C(=NC(=NC2C)N)N[C@H](CCOC)CCCC)C1)OC (S)-5-(5-(chloromethyl)-2-methoxybenzyl)-N4-(1-Methoxyhept-3-yl)-6-methylpyrimidine-2,4-diamine